1-([2,4'-bipyridine]-3-carbonyl)-4-(2-fluoro-5-(trifluoromethyl)benzyl)piperidine-4-carbonitrile N1=C(C(=CC=C1)C(=O)N1CCC(CC1)(C#N)CC1=C(C=CC(=C1)C(F)(F)F)F)C1=CC=NC=C1